(2S,4R)-1-[(2S)-2-(4-cyclopropyltriazol-1-yl)-3,3-dimethyl-butanoyl]-N-(2-ethyl-3-oxo-isoxazolidin-4-yl)-4-hydroxy-pyrrolidine-2-carboxamide C1(CC1)C=1N=NN(C1)[C@H](C(=O)N1[C@@H](C[C@H](C1)O)C(=O)NC1C(N(OC1)CC)=O)C(C)(C)C